2-amino-5-chloro-3-fluoro-4-(3-methoxy-naphthalen-1-yl)thiobenzamide NC1=C(C(=S)N)C=C(C(=C1F)C1=CC(=CC2=CC=CC=C12)OC)Cl